(E)-2-((dimethylamino)methylene)-3-oxo-8-azabicyclo[3.2.1]Octane-8-carboxylic acid CN(C)\C=C\1/C2CCC(CC1=O)N2C(=O)O